methyl 7-{4-[4-amino-3-(4-ethanesulfonamidophenyl)-1-methyl-1H-pyrazolo[4,3-c]pyridin-7-yl]-1H-pyrazol-1-yl}heptanoate NC1=NC=C(C2=C1C(=NN2C)C2=CC=C(C=C2)NS(=O)(=O)CC)C=2C=NN(C2)CCCCCCC(=O)OC